C(C)N1N=CC(=C1C(=O)N[C@H](C=1OC2=C(N1)C=C(C=C2)[C@@H](COC)N2C(N[C@@H](C2)C(F)(F)F)=O)C2CCC(CC2)F)F 1-ethyl-4-fluoro-N-((S)-((1r,4S)-4-fluorocyclohexyl)(5-((S)-2-methoxy-1-((S)-2-oxo-4-(trifluoromethyl)imidazolidin-1-yl)ethyl)benzo[d]oxazol-2-yl)methyl)-1H-pyrazole-5-carboxamide